2-(difluoromethyl)pyrimidine-4,6-diamine FC(C1=NC(=CC(=N1)N)N)F